C(CCC)(=O)N[C@H]1C(OC([C@@H](N)C(C)C)=O)O[C@@H]([C@H]([C@@H]1OC([C@@H](N)C(C)C)=O)O)CO 2-N-butyryl-1,3-di-O-(L-valyl)-D-glucosamine